1-(4-methoxy-3-methylphenyl)cyclohexane-1-ol COC1=C(C=C(C=C1)C1(CCCCC1)O)C